(6-{[(Z)-(1-methyl-1H-5-tetrazolyl)(phenyl)methylene]Aminooxymethyl}-2-pyridyl)carbamic acid tert-butyl ester C(C)(C)(C)OC(NC1=NC(=CC=C1)CO\N=C(\C1=CC=CC=C1)/C1=NN=NN1C)=O